CC=1C=C(C=C2CCNC12)N1C(=CC=2C1=NC(=CC2)C(F)(F)F)C 7-Methyl-5-(2-methyl-6-(trifluoromethyl)-1H-pyrrolo[2,3-b]pyridin-1-yl)indolin